4,5-dichloro-4,5-difluoro-2,2-di(heptafluoropropyl)-1,3-dioxolane ClC1(OC(OC1(F)Cl)(C(C(C(F)(F)F)(F)F)(F)F)C(C(C(F)(F)F)(F)F)(F)F)F